BrC1=C(N=C2N(C1=O)C=CC=C2)N[C@@H]2C[C@@H](CN(C2)C)C2=CC=C(OCC(=O)N(C)CCOC1=C3C(N(C(C3=CC=C1)=O)C1C(NC(CC1)=O)=O)=O)C=C2 2-[4-[(3R,5R)-5-[(3-Bromo-4-oxo-pyrido[1,2-a]pyrimidin-2-yl)amino]-1-methyl-3-piperidyl]phenoxy]-N-[2-[2-(2,6-dioxo-3-piperidyl)-1,3-dioxo-isoindolin-4-yl]oxyethyl]-N-methyl-acetamide